F[C@@H]1C[C@H](CN(C1)[C@@H]1[C@H](C[C@@H](C1)C1=CC=C(C=C1)F)N1N=CN=C1)N (3R,5R)-5-fluoro-1-[(1S,2S,4R)-4-(4-fluorophenyl)-2-(1H-1,2,4-triazol-1-yl)cyclopentyl]piperidin-3-amine